O[C@H]1C[C@@H]2C(C[C@H]3[C@@H]4CC[C@H]([C@@H](CC[C@H](C(C)C)C)C)[C@]4(CC[C@@H]3[C@]2(CC1)C)C)=O 3α-hydroxy-5α-campestan-6-one